CN1C(N(C2=C1C(=CC=C2)C#CCOC2CCNCC2)C2C(NC(CC2)=O)=O)=O 3-(3-methyl-2-oxo-4-(3-(piperidin-4-yloxy)prop-1-yn-1-yl)-2,3-dihydro-1H-benzimidazol-1-yl)piperidine-2,6-dione